OC[C@@]1(OC2=C(C1)C(=C(C=C2)C#N)B2OC(C(O2)(C)C)(C)C)C2=CC=CC=C2 (S)-2-(hydroxymethyl)-2-phenyl-4-(4,4,5,5-tetramethyl-1,3,2-dioxaborolan-2-yl)-2,3-dihydrobenzofuran-5-carbonitrile